lithium bisfluorosulfimide salt FS(=N)F.[Li]